4-oxo-3-(4-{4-[(1r,3r)-3-{4-[2-(2,6-dioxopiperidin-3-yl)-1-oxo-2,3-dihydro-1H-isoindol-5-yl]piperidin-1-yl}cyclobutoxy]piperidin-1-yl}phenyl)-3,4-dihydroquinazolin O=C1N(C=NC2=CC=CC=C12)C1=CC=C(C=C1)N1CCC(CC1)OC1CC(C1)N1CCC(CC1)C=1C=C2CN(C(C2=CC1)=O)[C@H]1C(NC(CC1)=O)=O